methyl 1-(1-methylcyclopropyl)-6-oxo-4-(toluenesulfonyloxy)-1,6-dihydropyridine-3-carboxylate CC1(CC1)N1C=C(C(=CC1=O)OS(=O)(=O)CC1=CC=CC=C1)C(=O)OC